FC(C1=CC(=NC=C1C1=NC(=NC(=N1)N1C2COCC1COC2)N2[C@@H](COCC2)C)N)F 4-(difluoromethyl)-5-[4-(3,7-dioxa-9-azabicyclo[3.3.1]non-9-yl)-6-[(3R)-3-methylmorpholin-4-yl]-1,3,5-triazin-2-yl]pyridin-2-amine